39-oxo-2,5,8,11,14,17,20,23,26,29,32,35-dodecaoxa-38-azatritetracontan-43-oic acid O=C(NCCOCCOCCOCCOCCOCCOCCOCCOCCOCCOCCOCCOC)CCCC(=O)O